OC=1C=NC=CC1C(C)=O 1-(3-hydroxypyridine-4-yl)ethanone